C(C)NCCC1=CNC2=NC=CC=C21 3-(N-ethylaminoethyl)-pyrrolo[2,3-b]pyridine